N-(2-fluoro-4-(8-methyl-2-(methylthio)imidazo[1',2':1,6]pyrido[2,3-d]pyrimidin-6-yl)phenyl)benzamide FC1=C(C=CC(=C1)C1=CC2=C(N=C(N=C2)SC)N2C1=NC(=C2)C)NC(C2=CC=CC=C2)=O